NC1=C(C=CC=C1)C1=CC=CC=C1.NC1=C(C=CC=C1)C1=CC=CC=C1.[Pd+2] palladium(II) bis(2-amino-1,1'-biphenyl)